C(C)(=O)C=1C=C2C=CC(=CC2=CC1)NC[C@H](N)C(=O)O 3-[(6-ACETYL-2-NAPHTHALENYL)AMINO]ALANINE